rac-(3S)-3-Methyl-6-(3-thienyl)-2,3,4,5-tetrahydropyridine C[C@@H]1CN=C(CC1)C1=CSC=C1 |r|